ethyl 3-(5-hydroxy-1-benzofuran-2-yl)-5H,6H-imidazo[2,1-b][1,3]thiazole-2-carboxylate hydrobromide salt Br.OC=1C=CC2=C(C=C(O2)C=2N3C(SC2C(=O)OCC)=NCC3)C1